BrC=1C=C2C(=NC1)N=C(N2C(C)C)Cl 6-bromo-2-chloro-1-isopropyl-1H-imidazo[4,5-b]pyridine